[4-(2-chloroethoxy)phenyl]acetic acid methyl ester COC(CC1=CC=C(C=C1)OCCCl)=O